2-amino-4-(3-methoxyphenyl)thiazole-5-carbonitrile NC=1SC(=C(N1)C1=CC(=CC=C1)OC)C#N